C(C=C)(=O)O.C(C=C)(=O)O.C(C=C)(=O)O.C(C=C)(=O)O.C(C=C)NC(=O)OCC allyl-urethane tetraacrylate